P1(=O)(O)OC2=C(C3=CC=CC=C3C=C2)C2=C(C=CC3=CC=CC=C23)O1 1,1'-binaphthyl-2,2'-diyl hydrogenphosphate